N2-phenylphthalamide C1(=CC=CC=C1)NC(C=1C(C(=O)N)=CC=CC1)=O